COC1=CC(=CC(=C1O)OC)/C=C/CC(=O)[C@@H]([C@H]([C@@H]([C@@H](CO)O)O)O)O sinapyl-glucose